ethyl 1-[[4-[5-(trifluoromethyl)-1,2,4-oxadiazol-3-yl]-phenyl]methyl]pyrazole-4-carboxylate FC(C1=NC(=NO1)C1=CC=C(C=C1)CN1N=CC(=C1)C(=O)OCC)(F)F